C(#N)/C(/C(=O)N[C@H]1CN(CC1)C(=O)C=1SC=2N=CC=C3N(C(NC1C23)=O)C2=C(C=C(C=C2)OC2=CC=CC=C2)C)=C\C2CC2 (R,E)-2-Cyano-3-cyclopropyl-N-(1-(5-(2-methyl-4-phenoxyphenyl)-4-oxo-4,5-dihydro-3H-1-thia-3,5,8-triazaacenaphthylene-2-carbonyl)pyrrolidin-3-yl)acrylamide